((S)-(6-(1-(6-(((tert-butyldimethylsilyl)oxy)methyl)pyridin-2-yl)-1H-indazol-6-yl)pyridin-2-yl)(3,3-difluorocyclobutyl)methyl)-2-methylpropane-2-sulfinamide [Si](C)(C)(C(C)(C)C)OCC1=CC=CC(=N1)N1N=CC2=CC=C(C=C12)C1=CC=CC(=N1)[C@H](C1CC(C1)(F)F)CC(C)(S(=O)N)C